2-acetamido-N-(5-cyclopropylthiazol-2-yl)benzamide C(C)(=O)NC1=C(C(=O)NC=2SC(=CN2)C2CC2)C=CC=C1